5-((S)-fluoro((R)-(((S)-1-oxo-1-propoxypropan-2-yl)amino)(phenoxy)phosphoryl)methyl)benzo[b]thiophene-2-carboxylic acid F[C@H](C1=CC2=C(SC(=C2)C(=O)O)C=C1)[P@@](=O)(OC1=CC=CC=C1)N[C@H](C(OCCC)=O)C